(2-Fluoroethyl) (2,2,2-trifluoroethyl) sulfate S(=O)(=O)(OCCF)OCC(F)(F)F